5-(4-((2-(2-fluoroethoxy)ethyl)amino)benzylidene)-3-hexyl-1-methyl-2-selenoxoimidazolidine-4-on FCCOCCNC1=CC=C(C=C2C(N(C(N2C)=[Se])CCCCCC)=O)C=C1